N-ethyl-7-(methoxy(phenyl)methyl)-5-methyl-4-oxo-4,5-dihydro-2H-pyrrolo[3,4-c]pyridin-2-carboxamide C(C)NC(=O)N1C=C2C(N(C=C(C2=C1)C(C1=CC=CC=C1)OC)C)=O